CC(CCC(=O)OC)(C)C methyl 4,4-dimethylpentanoate